4-methyl-7-hydroxy-8-acetyl-coumarin CC1=CC(OC2=C(C(=CC=C12)O)C(C)=O)=O